C(CCCCCCCC\C=C/CCCC=C)(=O)OC(CO)CO 1,3-dihydroxypropan-2-yl (Z)-hexadeca-10,15-dienoate